C(C=C)(=O)OC1=C(C(=CC=C1)P(C1=CC=CC=C1)C1=CC=CC=C1)C1=C(C=CC=C1P(C1=CC=CC=C1)C1=CC=CC=C1)OCCCC (R)-2'-butoxy-6,6'-bis(diphenylphosphino)-[1,1'-biphenyl]-2-yl acrylate